N'-[(3R,4R)-4-fluoro-1-{(5S)-5-[5-methyl-3-(2,4,6-trifluorophenyl)pyridin-2-yl]-4,5-dihydro-1,2-oxazol-3-yl}pyrrolidin-3-yl]-N,N-dimethylsulfuric diamide F[C@H]1[C@@H](CN(C1)C1=NO[C@@H](C1)C1=NC=C(C=C1C1=C(C=C(C=C1F)F)F)C)NS(N(C)C)(=O)=O